N[C@H](C(=O)NC=1SC=C(N1)C1=CC(=CC=C1)C1=CC=NC=C1)CC(C)C (S)-2-amino-4-methyl-N-(4-(3-(pyridin-4-yl)phenyl)thiazol-2-yl)pentanamide